OCCC1=C(C=CC=C1)NC(=O)N 2-(2-hydroxyethyl)phenylurea